COC(=O)C=1C(=C(SC1)C)SSC1=C(SC=C1C(=O)OC)C 3,3'-dithio-bis[4-methoxycarbonyl-2-methylthiophene]